C(=O)C=1N=CC(=NC1)N1CC(C(CC1)OCC(=O)OCC)(C)C Ethyl {[1-(5-formylpyrazin-2-yl)-3,3-dimethylpiperidin-4-yl]oxy}acetate